OC[C@@H](CC(C)C)NC1=NC(=NC(=N1)NS(=O)(=O)C)CC(C)C1=CC=C(C=C1)N1CCN(CC1)C(=O)[O-] 4-(4-(1-(4-(((R)-1-hydroxy-4-methylpentan-2-yl)amino)-6-(methylsulfonamido)-1,3,5-triazin-2-yl)propan-2-yl)phenyl)piperazine-1-carboxylate